N1(CCNCC1)C(=O)[C@H]1CCC(N1)=O (5R)-5-(piperazine-1-carbonyl)pyrrolidin-2-one